COC(=O)C1=NC=C(N=C1)CC#N 5-(cyanomethyl)pyrazine-2-carboxylic acid methyl ester